2-(3-chlorophenyl)indazole ClC=1C=C(C=CC1)N1N=C2C=CC=CC2=C1